C(C)(C)OC1=C(C(=O)C2=CC=C(C=C2)OC(C)C)C=CC(=C1)OC(C)C 2,4,4'-triisopropoxybenzophenone